N(=C=O)[C@@H](C)C1=CC=C(C=C1)C(F)(F)F 1-[(1S)-1-Isocyanatoethyl]-4-(trifluoromethyl)benzene